FC1(CCN(CC1)C(=O)C1=CC=C(C(=N1)OC)NC1=NNC2=CC(=CC=C12)[C@@H]1C[C@@]12C(NC1=CC=C(C=C21)OC)=O)F (1R,2S)-2-(3-{[6-(4,4-difluoropiperidine-1-carbonyl)-2-methoxypyridin-3-yl]amino}-1H-indazol-6-yl)-5'-methoxyspiro[cyclopropane-1,3'-indol]-2'(1'H)-one